SC(S)(S)S trimercaptomethyl mercaptan